1-(11Z-docosenoyl)-2-(4Z,7Z,10Z,13Z,16Z,19Z-docosahexaenoyl)-glycero-3-phospho-(1'-sn-glycerol) CCCCCCCCCC/C=C\CCCCCCCCCC(=O)OC[C@H](COP(=O)(O)OC[C@H](CO)O)OC(=O)CC/C=C\C/C=C\C/C=C\C/C=C\C/C=C\C/C=C\CC